C1(=CC=CC=C1)C1=CC(OC2=C1C=CC=C2)=O 4-phenyl-2H-1-benzopyran-2-one